OC1=CC=C(C=C1)C(CN1C([C@@H]2N(CCNC2)CC1)=O)C (9aR)-8-(2-(4-Hydroxyphenyl)propyl)-9-oxooctahydro-2H-pyrazino[1,2-a]pyrazin